1,1-dimethoxy-2,6-nonadiene COC(C=CCCC=CCC)OC